FC1=C(C(=CC(=C1)C#CC1=CC=CC=C1)F)N1C(N([C@]2(CC1=O)CCCCC=1NN=CC12)C)=O (4S)-3'-[2,6-Difluoro-4-(2-phenylethynyl)phenyl]-1'-methyl-spiro[5,6,7,8-tetrahydro-1H-cyclohepta[c]pyrazole-4,6'-hexahydropyrimidine]-2',4'-dione